C(C)(C)(C)OC(=O)N1C2CN(CC1C2)CC2=C(N=C1N2C=CC=C1)C1=CC=C(C=C1)Cl tert.-Butyl-3-{[2-(4-chlorophenyl)imidazo[1,2-a]pyridin-3-yl]methyl}-3,6-diazabicyclo[3.1.1]heptane-6-carboxylate